C(C)N(CC(O)C=1SC(=C(N1)C(F)(F)F)C(=O)N[C@@H](C)C1=CC(=CC=C1)N1CCOCC1)CC 2-[2-(diethylamino)-1-hydroxyethyl]-N-[(1S)-1-[3-(4-morpholinyl)phenyl]ethyl]-4-(trifluoromethyl)-5-thiazolecarboxamide